(1s,3s)-1-(3-bromophenyl)-3-methoxycyclobutane-1-carboxylic acid methyl ester COC(=O)C1(CC(C1)OC)C1=CC(=CC=C1)Br